5-bromo-2,6-di(1H-pyrazol-1-yl)pyrimidin-4-amine monohydrochloride hydrate O.Cl.BrC=1C(=NC(=NC1N1N=CC=C1)N1N=CC=C1)N